C(C)OC(=O)C=1C=NN(C1)[C@@H]1CC[C@H](CC1)N1N=C(C=2C1=NC=NC2N)C2=CC=C(C=C2)OC2=CC=CC=C2 1-((trans)-4-(4-amino-3-(4-phenoxyphenyl)-1H-pyrazolo[3,4-d]pyrimidin-1-yl)cyclohexyl)-1H-pyrazole-4-carboxylic acid ethyl ester